N1=NC(=CC2=C1C1=C(CCC2)C=CC=C1)N1N=C(N=C1N)NC1=CC(=C(C=C1)N1CCC(CC1)N(C)C)F 1-(6,7-dihydro-5H-benzo[6,7]cyclohepta[1,2-c]pyridazin-3-yl)-N3-(3-fluoro-4-(4-dimethylaminopiperidin-1-yl)phenyl)-1H-1,2,4-triazole-3,5-diamine